NC1=NOC2=C1C(=C(C=C2)C)C2=C(C=C1C(=NC(=NC1=C2F)N2CC(C2)N(C)C)N2C[C@H](N(C[C@@H]2C)C(C=C)=O)C)Cl 1-((2R,5S)-4-((S)-7-(3-amino-5-methylbenzo[d]isoxazol-4-yl)-6-chloro-2-(3-(dimethylamino)azetidin-1-yl)-8-fluoroquinazolin-4-yl)-2,5-dimethylpiperazin-1-yl)prop-2-en-1-one